ClC1=C(C=CC(=C1)C(F)(F)F)NC(CN1C(=C(C(C=2C1=NC(=C(N2)OC)C)=O)N2CCN(CC2)C(=O)OC(C)(C)C)CC)=O tert-butyl 4-(5-(2-((2-chloro-4-(trifluoromethyl)phenyl)amino)-2-oxoethyl)-6-ethyl-2-methoxy-3-methyl-8-oxo-5,8-dihydropyrido[2,3-b]pyrazin-7-yl)piperazine-1-carboxylate